trimethyl-triazacyclononane CN1N(N(CCCCCC1)C)C